NC1=C(C=C(C=C1)C1=CC=C(C=C1)F)NC(C1=CC=C(C=C1)S(=O)(=N)C1=CC(=C(C=C1)F)F)=O N-[2-amino-5-(4-fluorophenyl)phenyl]-4-[(3,4-difluorophenyl)sulfonimidoyl]benzamide